NC[C@@H]1OCCN(C1)C(C)=O (S)-1-(2-(aminomethyl)morpholino)ethane-1-one